CCCCCCCCCCCCCCCCCCCCCCCCCC(=O)N[C@@H](COP(=O)(O)O[C@@H]1[C@@H]([C@@H]([C@H]([C@@H]([C@H]1OC2[C@H]([C@H]([C@@H]([C@H](O2)CO)O)O)O)O)O)O)O)[C@@H](CCCCCCCCCCCCCCCCC)O The molecule is a mannosylinositol phosphorylceramide having a hexacosanoyl group attached to the ceramide nitrogen, with no hydroxylation at C-4 of the long-chain base or on the very-long-chain fatty acid. It derives from an Ins-1-P-Cer(d18:0/26:0). It is a conjugate acid of a Man-1-2-Ins-1-P-Cer(d20:0/26:0)(1-).